(E)-1-(2-fluoro-3,4-dihydroxyphenyl)ethane-1-one O-(3-(5-propyl-1,2,4-oxadiazol-3-yl)benzyl) oxime C(CC)C1=NC(=NO1)C=1C=C(CO\N=C(/C)\C2=C(C(=C(C=C2)O)O)F)C=CC1